NC=1C=C(C=CC1)NC=1N=CC2=C(N1)OC(C(=C2)C2=C(C=CC=C2OC)OC)=O 2-((3-aminophenyl)amino)-6-(2,6-dimethoxyphenyl)-7H-pyrano[2,3-d]pyrimidin-7-one